N1CCC(CC1)C(CN1CCN(CC1)C1=CC=C(C=C1)C1C(NC(CC1)=O)=O)CC 3-(4-(4-(2-(piperidin-4-yl)butyl)piperazin-1-yl)phenyl)piperidine-2,6-dione